N4-(cyclopropylmethyl)-N2-(3-(methylsulfonamido)phenyl)thiophene-2,4-dicarboxamide C1(CC1)CNC(=O)C=1C=C(SC1)C(=O)NC1=CC(=CC=C1)NS(=O)(=O)C